4-chloro-2-(2,6-dioxo-3-piperidinyl)-1-oxo-isoindoline-5-carboxylic acid ClC1=C2CN(C(C2=CC=C1C(=O)O)=O)C1C(NC(CC1)=O)=O